3-Methyl-2(5H)-furanone CC=1C(OCC1)=O